dicyclohexyl-(3-isopropoxy-2',4',6'-triisopropyl-[1,1'-biphenyl]-2-yl)phosphane C1(CCCCC1)P(C1=C(C=CC=C1OC(C)C)C1=C(C=C(C=C1C(C)C)C(C)C)C(C)C)C1CCCCC1